2-(3-methyl-5-nitrophenyl)-4,5-dihydro-1H-imidazole CC=1C=C(C=C(C1)[N+](=O)[O-])C=1NCCN1